Decyl-oleate C(CCCCCCCCC)OC(CCCCCCC\C=C/CCCCCCCC)=O